HEPTYL-CYCLOHEXANE tert-butyl-((5-bromobenzo[d]thiazol-2-yl)methyl)carbamate C(C)(C)(C)N(C(O)=O)CC=1SC2=C(N1)C=C(C=C2)Br.C(CCCCCC)C2CCCCC2